di-nitrophenyl succinate C(CCC(=O)[O-])(=O)OC1=C(C(=CC=C1)[N+](=O)[O-])[N+](=O)[O-]